2-{6-[4-(methoxycarbonyl)benzamido]imidazo[1,2-a]pyrazin-2-yl}pyrrolidine-1-carboxylate COC(=O)C1=CC=C(C(=O)NC=2N=CC=3N(C2)C=C(N3)C3N(CCC3)C(=O)[O-])C=C1